2-chloro-3-(fluoromethoxy)-5-(trifluoromethyl)pyridine Sodium hydride [H-].[Na+].ClC1=NC=C(C=C1OCF)C(F)(F)F